NC1=C(C(=NN1C1CCOCC1)C1=C(C=C(C(=C1)F)CNC(C1=C(C=CC(=C1)F)OC)=O)F)C(=O)N 5-Amino-3-[2,5-difluoro-4-[[(5-fluoro-2-methoxy-benzoyl)amino]methyl]phenyl]-1-tetrahydropyran-4-ylpyrazole-4-carboxamide